7-(Trifluoromethyl)quinolin-2(1H)-one FC(C1=CC=C2C=CC(NC2=C1)=O)(F)F